NCC#CC=1C=CC2=C(C(CO2)N2C(NC(CC2)=O)=O)C1 (5-(3-aminoprop-1-yn-1-yl)-2,3-dihydrobenzofuran-3-yl)dihydropyrimidine-2,4(1H,3H)-dione